5-methylhydantoin CC1C(NC(N1)=O)=O